The molecule is a dipeptide formed from two L-histidine residues. It has a role as a Mycoplasma genitalium metabolite. It derives from a L-histidine. C1=C(NC=N1)C[C@@H](C(=O)N[C@@H](CC2=CN=CN2)C(=O)O)N